COC(CC[C@@H](C)[C@H]1CC[C@H]2[C@@H]3CC=C4[C@H]([C@H](CC[C@]4(C)[C@H]3CC[C@]12C)O)O)=O 4β-hydroxy-3β-hydroxycholan-5(6)-ene-24-oic acid methyl ester